FC1=CC(=C2C=C(NC2=C1)C(=O)O)NS(=O)(=O)C 6-fluoro-4-(methylsulfonamido)-1H-indole-2-carboxylic acid